(2S)-1-(4-{6-[(2S)-2-aminopropionylamino]pyridin-3-yl}benzenesulfonyl)pyrrolidine-2-carboxylic acid methyl ester COC(=O)[C@H]1N(CCC1)S(=O)(=O)C1=CC=C(C=C1)C=1C=NC(=CC1)NC([C@H](C)N)=O